sodium tetradeca-13-enesulfonate C(CCCCCCCCCCCC=C)S(=O)(=O)[O-].[Na+]